thio-3'-deoxythymidine [C@@H]1(CC[C@@H](CO)O1)N1C(=S)NC(=O)C(C)=C1